pyrrolium bisulfate S([O-])(O)(=O)=O.[NH2+]1C=CC=C1